FC1(CCC(CC1)C1=NC(=NO1)C1=CC=C(C=C1)C)F 5-(4,4-difluorocyclohexyl)-3-(p-tolyl)-1,2,4-oxadiazole